C(C1=CC=CC=C1)N1[C@H](CC(=C[C@H]1C)C=1SC2=C(N1)C(=CC(=C2)Br)F)C 2-((2S,6R)-1-benzyl-2,6-dimethyl-1,2,3,6-tetrahydropyridin-4-yl)-6-bromo-4-fluorobenzo[d]thiazole